C1(=CC=C(C=C1)N(C1=CC=2C(C3=CC=CC=C3C2C=C1)(C)C)C1=CC=C(C=C1)C=1CCC=2N(C3=CC=CC=C3C2C1)C1=CC=CC=C1)C1=CC=CC=C1 N-([1,1'-biphenyl]-4-yl)-9,9-dimethyl-N-(4-(9-phenyl-1H-carbazol-3-yl)phenyl)-9H-fluoren-2-amine